C(C=C)N(C(C(=O)OCC)=O)CC=1N=[N+](C(=CC1)Cl)[O-] 3-((N-allyl-2-ethoxy-2-oxoacetamido)methyl)-6-chloropyridazine 1-oxide